S1C(=NC2=C1C=CC=C2)CN(C(=O)C2(CC1=CC=CC=C1C2)CC(=O)O)C 2-[2-[1,3-benzothiazol-2-ylmethyl(methyl)carbamoyl]indan-2-yl]acetic acid